F[P-](F)(F)(F)(F)F.C(CCC)N1CN(C=C1)C.[Li+] lithium 1-butyl-3-methylimidazole hexafluorophosphate